C(N)(OCC(=C(F)C(C)(C)C)CBr)=O (tert-butyl 2-(bromomethyl)-3-fluoroallyl) carbamate